CN1N=CC(=C1)C=1N=C(C=2N(C1)N=CC2)O[C@@]2([C@@H]1CCN[C@@H]1C2)C |r| rac-6-(1-methyl-1H-pyrazol-4-yl)-4-(((1R,5R,6S)-6-methyl-2-azabicyclo[3.2.0]heptan-6-yl)oxy)pyrazolo[1,5-a]pyrazine